[(6,6'-di(thianthren-1-yl)[1,1'-binaphthalene]-2,2'-diyl)bis{oxy[2-(thianthren-1-yl)-4,1-phenylene]}]dimethanol C1(=CC=CC=2SC3=CC=CC=C3SC12)C=1C=C2C=CC(=C(C2=CC1)C1=C(C=CC2=CC(=CC=C12)C1=CC=CC=2SC3=CC=CC=C3SC12)OC1=CC(=C(C=C1)CO)C1=CC=CC=2SC3=CC=CC=C3SC12)OC1=CC(=C(C=C1)CO)C1=CC=CC=2SC3=CC=CC=C3SC12